2-(3-fluorobenzylidene)malononitrile FC=1C=C(C=C(C#N)C#N)C=CC1